Cl.CNCC(=O)OCC1=CC(=NC(=C1)Cl)Cl (2,6-Dichloropyridin-4-yl)methyl N-methylglycinate hydrochloride